OC12COC(N2COC1)C 5-hydroxy-methyl-1-aza-3,7-dioxabicyclo(3.3.0)octane